COC1=C(C=CC(=N1)C=1N=CN2C1CN(CC2)C(=O)OC(C)(C)C)NC(=O)C=2C(=NOC2C)C2=CC=CC=C2 tert-butyl 1-(6-methoxy-5-(5-methyl-3-phenylisoxazole-4-carboxamido)pyridin-2-yl)-5,6-dihydroimidazo[1,5-a]pyrazine-7(8H)-carboxylate